rac-methyl (5aR,6S,7R,8R,8aS)-5a-(4-cyanophenyl)-3,8,8a-trihydroxy-6-phenyl-5a,7,8,8a-tetrahydro-6H-cyclopenta[4,5]furo[3,2-b]pyridine-7-carboxylate C(#N)C1=CC=C(C=C1)[C@]12[C@](C3=NC=C(C=C3O1)O)([C@@H]([C@@H]([C@H]2C2=CC=CC=C2)C(=O)OC)O)O |r|